1-(3-chloro-4-fluorophenyl)-3-(3,4-difluoro-5-(3-(pyrrolidin-1-yl)quinoxaline-6-carbonyl)phenyl)urea ClC=1C=C(C=CC1F)NC(=O)NC1=CC(=C(C(=C1)C(=O)C=1C=C2N=C(C=NC2=CC1)N1CCCC1)F)F